tert-butyl (6-bromopyridin-3-yl)(2-((tert-butyldimethylsilyl)oxy)ethyl)carbamate BrC1=CC=C(C=N1)N(C(OC(C)(C)C)=O)CCO[Si](C)(C)C(C)(C)C